N=1NN=NC1C1CN(CCC1)C1=NC(=NC=C1)C1=CN=C2N1C=C(N=C2)C(F)F 3-(4-(3-(2H-Tetrazol-5-yl)piperidin-1-yl)pyrimidin-2-yl)-6-(difluoromethyl)imidazo[1,2-a]pyrazine